FC(C=1C(=C(C=CC1)[C@@H](C)NC(=O)C1=CN(C(C=C1NC1[C@H]2CN(C[C@@H]1CC2)C)=O)C2(CC2)CF)F)F N-((R)-1-(3-(difluoromethyl)-2-fluorophenyl)ethyl)-1-(1-(fluoromethyl)cyclopropyl)-4-(((1R,5s,8s)-3-methyl-3-azabicyclo[3.2.1]oct-8-yl)amino)-6-oxo-1,6-dihydropyridine-3-carboxamide